CS(=O)(=O)C=1SC2=C(N1)C=C(C=C2)C(=O)OC Methyl 2-methylsulfonyl-1,3-benzothiazole-5-carboxylate